2,2,2-trifluoro-1-(4-(methoxycarbonyl)-(4-amino-1-oxa-pent-1-yl)phenyl)ethanone FC(C(=O)C1=C(C=C(C=C1)C(=O)OC)OCCC(C)N)(F)F